BrC1=CC=C2[C@H]([C@H](N(C2=C1)C(=O)OCC1=CC=CC=C1)CO[Si](C)(C)C(C)(C)C)O Benzyl (2R,3R)-6-bromo-2-(((tert-butyldimethylsilyl)oxy)methyl)-3-hydroxyindoline-1-carboxylate